C1(CCC1)NC1=CC(=C(C(=O)N[C@H]2CN(CC[C@@H]2F)C(=O)OC(C)(C)C)C=C1[N+](=O)[O-])F tert-butyl (3S,4S)-3-(4-(cyclobutylamino)-2-fluoro-5-nitrobenzamido)-4-fluoropiperidine-1-carboxylate